1-(cyclobutyl-methyl)-8-dimethylamino-3-[(3-methylsulfanyl-phenyl)-methyl]-8-phenyl-1,3-diazaspiro[4.5]decan-2-one C1(CCC1)CN1C(N(CC12CCC(CC2)(C2=CC=CC=C2)N(C)C)CC2=CC(=CC=C2)SC)=O